1-p-chlorophenyl-2-(pyrrolidin-1-yl)ethane-1,2-dione ClC1=CC=C(C=C1)C(C(=O)N1CCCC1)=O